2-(9H-carbazole-9-yl) ethyl methacrylate CC(=C)C(=O)OCCN1C2=CC=CC=C2C3=CC=CC=C31